1-(tert-butyl) 4-ethyl 3-methoxy-1H-pyrazole-1,4-dicarboxylate COC1=NN(C=C1C(=O)OCC)C(=O)OC(C)(C)C